C(C)(C)(C)C=1N=CC=2N(C1)C(=CN2)C2=CC(=CC(=N2)N[C@H]2CNCC[C@@H]2F)F 6-(6-(tert-butyl)imidazo[1,2-a]pyrazin-3-yl)-4-fluoro-N-((3S,4S)-4-fluoropiperidin-3-yl)pyridin-2-amine